2-(morpholin-4-yl)-7-(trifluoromethyl)-N-({5-[4-(trifluoromethyl)phenyl]-4H-1,2,4-triazol-3-yl}methyl)imidazo[2,1-f][1,2,4]triazin-4-amine N1(CCOCC1)C1=NN2C(C(=N1)NCC1=NN=C(N1)C1=CC=C(C=C1)C(F)(F)F)=NC=C2C(F)(F)F